FC=1C=C(CN2C(=NC=3C2=NC=CC3)CCC(=O)NCC3=NC=CC=C3)C=CC1F 3-[3-(3,4-Difluoro-benzyl)-3H-imidazo[4,5-b]pyridin-2-yl]-N-pyridin-2-ylmethyl-propionamide